CC1C(C(CCC1)C(=O)OCCCCCCC)C(=O)OCCCCCCC diheptyl 3-methylcyclohexane-1,2-dicarboxylate